(R)-2-(3-((1-hydroxycyclobutyl)(4-methyl-4H-1,2,4-triazol-3-yl)methyl)phenyl)-6-(((1-methylcyclobutyl)amino)methyl)-4-(trifluoromethyl)isoindolin-1-one OC1(CCC1)[C@H](C=1C=C(C=CC1)N1C(C2=CC(=CC(=C2C1)C(F)(F)F)CNC1(CCC1)C)=O)C1=NN=CN1C